N-(2,6-dimethylpyrimidin-4-yl)pyrazolo[1,5-a]pyridin-2-amine CC1=NC(=CC(=N1)NC1=NN2C(C=CC=C2)=C1)C